Cl.FC(CC1CNCC1)(F)F 3-(2,2,2-TRIFLUOROETHYL)PYRROLIDINE HYDROCHLORIDE